FC(C=1C=C(C=CC1)NC(=O)C1=CSC=2CNCCC21)(F)F N-(3-(trifluoromethyl)phenyl)-4,5,6,7-tetrahydrothieno[2,3-c]pyridine-3-carboxamide